methoxalyl chloride C(=O)(C(=O)OC)Cl